octyldecanoamide C(CCCCCCC)C(C(=O)N)CCCCCCCC